1,4-cyclohexadienyl chloroformate ClC(=O)OC1=CCC=CC1